C(C)OC(=O)C=1SC2=C(C1C)C=C(C=C2)S(N(CCC2=C(C=CC=C2)OC)C2=C(C=CC=C2)N2CCN(CC2)C(=O)C=2SC=CC2Br)(=O)=O 5-(N-(2-(4-(3-bromothiophene-2-carbonyl)piperazin-1-yl)phenyl)-N-(2-methoxyphenylethyl)sulfamoyl)-3-methylbenzothiophene-2-carboxylic acid ethyl ester